O(C1=CC=C(C(=O)Cl)C=C1)C1=CC=C(C(=O)Cl)C=C1 4,4'-oxo-dibenzoyl chloride